CS(=O)(=O)O.CO methanol, methanesulfonic Acid Salt